CC(C(=O)OCC)(CO[Si](C(C)C)(C(C)C)C(C)C)C1=NC=CC=C1 ethyl 2-methyl-2-(pyridin-2-yl)-3-[(triisopropylsilyl)oxy]propanoate